2-(4-fluorophenyl)-5-(p-tolylsulfonyl)-7,11b-dihydro-6H-indeno[2,1-c]quinoline-3,6a,9,10-tetrol FC1=CC=C(C=C1)C=1C=C2C3C(CN(C2=CC1O)S(=O)(=O)C1=CC=C(C=C1)C)(CC1=CC(=C(C=C13)O)O)O